(1S,4S)-N-[[5-[5-(difluoromethyl)-1,3,4-oxadiazol-2-yl]-2-pyridinyl]methyl]-N-phenyl-2,5-diazabicyclo[2.2.1]heptane-2-carboxamide FC(C1=NN=C(O1)C=1C=CC(=NC1)CN(C(=O)N1[C@@H]2CN[C@H](C1)C2)C2=CC=CC=C2)F